tri(hydroxymethyl)propane tetraacrylate C(C=C)(=O)O.C(C=C)(=O)O.C(C=C)(=O)O.C(C=C)(=O)O.OCC(CC)(CO)CO